5-(4-(trifluoromethyl)benzyl)-3H-imidazo[4,5-c]pyridin-5-ium FC(C1=CC=C(C[N+]2=CC3=C(C=C2)N=CN3)C=C1)(F)F